N1(C=NC=C1)C=1N=C2C(=CC(N(C2=CC1)C)=O)NC1CCC(CC1)OCCOC 6-(1H-imidazol-1-yl)-4-(((1r,4r)-4-(2-methoxyethoxy)cyclohexyl)amino)-1-methyl-1,5-naphthyridin-2(1H)-one